C(CCCCCCCCCCCCCCCCC)N(C(N(C1=CC=CC=C1)C1=CC=CC=C1)=O)C1=CC=CC=C1 n-octadecyltriphenylurea